4-(1-(4-(4-Isopropylpiperazin-1-yl)phenyl)-7-methoxy-3,4-dihydronaphthalen-2-yl)phenol C(C)(C)N1CCN(CC1)C1=CC=C(C=C1)C1=C(CCC2=CC=C(C=C12)OC)C1=CC=C(C=C1)O